2-({7-amino-4-[3-(methylsulfanyl)-1H-indazol-5-yl]-1-oxo-2,3-dihydro-1H-isoindol-2-yl}methyl)prop-2-enenitrile NC=1C=CC(=C2CN(C(C12)=O)CC(C#N)=C)C=1C=C2C(=NNC2=CC1)SC